CN1C(NC2(C1)COC1=C2C=CC=C1)=O methyl-spiro[2H-benzofuran-3,4'-imidazolidine]-2'-one